FC1=CC=C(C=C1)C=1N=CN(C1C1=C2C(=NC=C1)NC=C2)[C@H]2CC[C@H](CC2)NC(OC(C)(C)C)=O tert-butyl (cis-4-(4-(4-fluorophenyl)-5-(1H-pyrrolo[2,3-b]pyridin-4-yl)-1H-imidazol-1-yl)cyclohexyl)carbamate